5-((S)-5-methyl-3,4,5,6-tetrahydropyridin-2-yl)-2-(1,3,3-trimethylpiperidin-4-yl)benzo[d]thiazole C[C@H]1CCC(=NC1)C=1C=CC2=C(N=C(S2)C2C(CN(CC2)C)(C)C)C1